tert-butyl 4-(3-methoxycarbonyl-4-methyl-phenoxy)piperidine-1-carboxylate COC(=O)C=1C=C(OC2CCN(CC2)C(=O)OC(C)(C)C)C=CC1C